N1=C(C=CC=C1)N1CCN(CC1)CC=1NC2=CC=C(C=C2C1)C#N 2-[[4-(2-pyridyl)piperazin-1-yl]methyl]-1H-indole-5-carbonitrile